ethyl 1-(1-(tert-butoxy)-1-oxopropan-2-yl)-4-(3-fluoro-5-(trifluoromethyl)benzamido)-1H-pyrrole-2-carboxylate C(C)(C)(C)OC(C(C)N1C(=CC(=C1)NC(C1=CC(=CC(=C1)C(F)(F)F)F)=O)C(=O)OCC)=O